4-amino-7-chloro-N'-(cyclopropanecarbonyl)-N',1-dimethyl-N-((5-(trifluoromethyl)pyridin-2-yl)methyl)-1H-pyrazolo[4,3-c]quinoline-8-carbohydrazide NC1=NC=2C=C(C(=CC2C2=C1C=NN2C)C(=O)N(N(C)C(=O)C2CC2)CC2=NC=C(C=C2)C(F)(F)F)Cl